(2R,3R,4S,5S,6R)-2-(2-(diethoxyphosphoryl)ethyl)-6-(4-((trimethylsilyl)ethynyl)phenoxy)tetrahydro-2H-pyran-3,4,5-triyl triacetate C(C)(=O)O[C@@H]1[C@H](O[C@@H]([C@H]([C@H]1OC(C)=O)OC(C)=O)OC1=CC=C(C=C1)C#C[Si](C)(C)C)CCP(=O)(OCC)OCC